C(CCC\C=C/CCCCCC)(=O)O (Z)-5-dodecenoic acid